3-iodo-7-methoxy-1-(4-methylphenyl)sulfonylpyrrolo[2,3-c]pyridine IC1=CN(C2=C(N=CC=C21)OC)S(=O)(=O)C2=CC=C(C=C2)C